FC1=CC=C(C=C1)C(C([2H])([2H])[2H])=O (4-fluorophenyl)ethan-1-one-2,2,2-d3